7-(benzyloxy)-2,2-diphenylbenzo[d][1,3]dioxole-5-carboxylic acid C(C1=CC=CC=C1)OC1=CC(=CC2=C1OC(O2)(C2=CC=CC=C2)C2=CC=CC=C2)C(=O)O